C=[Ti](C1C=CC=C1)C1C=CC=C1 methylene[di(cyclopentadienyl)titanium]